F[C@@H]1[C@@H](C(CN(C1)C1=NC=CC(=N1)NC=1N=CC2=C(C=CC(=C2C1)OC)N1CC(C1)CS(=O)(=O)C)(C)C)O (4R,5S)-5-fluoro-1-[4-({8-[3-(methanesulfonylmeth-yl)azetidin-1-yl]-5-methoxyisoquinolin-3-yl}amino)pyrimidin-2-yl]-3,3-dimethylpiperidin-4-ol